C12CN(CC(N1)C2)C2=CC=C(C=C2)C2=NC(=C1N2C=CN=C1N)C1=CC=C(CNC(C2=C(C=CC(=C2)F)OC)=O)C=C1 N-(4-(3-(4-(3,6-diazabicyclo[3.1.1]heptane-3-yl)phenyl)-8-aminoimidazo[1,5-a]pyrazin-1-yl)benzyl)-5-fluoro-2-methoxybenzamide